C(C)=C1C(C(=O)OC1=O)=C(C)C ethylidene(isopropylidene)-succinic anhydride